5-Heptyldihydro-2(3H)-furanon C(CCCCCC)C1CCC(O1)=O